N-Iodoacetyl-Tyrosine Methyl Ester COC([C@@H](NC(CI)=O)CC1=CC=C(C=C1)O)=O